[Cl-].CC=1[SH+]C=CC=CC=CC1 METHYLTHIONINIUM CHLORID